4-[[5-(2-morpholinyl-4-pyridinyl)-1,2,4-oxadiazol-3-yl]methyl]benzohydroxamic acid N1(CCOCC1)C1=NC=CC(=C1)C1=NC(=NO1)CC1=CC=C(C(=O)NO)C=C1